CC=1SC(=CC1)SC 2-methyl-5-(methylsulfanyl)thiophene